4-(2-Amino-5-(2-methoxyphenyl)-4-oxo-4,7-dihydro-3H-pyrrolo[2,3-d]pyrimidin-6-yl)-N,N-dimethylbenzene-sulfonamide NC=1NC(C2=C(N1)NC(=C2C2=C(C=CC=C2)OC)C2=CC=C(C=C2)S(=O)(=O)N(C)C)=O